FC1=C2CN(C(C2=CC(=C1)C1=CC=C(C=C1)C1CCNCC1)=O)CC(=O)NC=1SC=CN1 2-[4-fluoro-1-oxo-6-[4-(4-piperidinyl)phenyl]Isoindolin-2-yl]-N-thiazol-2-yl-acetamide